N-(3-(2,6-dioxopiperidin-3-yl)-1-methyl-1H-indazol-7-yl)-7-(((1R,2S,4R)-1,7,7-trimethylbicyclo[2.2.1]heptane-2-yl)amino)heptylamide O=C1NC(CCC1C1=NN(C2=C(C=CC=C12)[N-]CCCCCCCN[C@@H]1[C@@]2(CC[C@H](C1)C2(C)C)C)C)=O